N-((7-(5-(difluoromethyl)-1,3,4-oxadiazol-2-yl)imidazo[1,2-a]pyridin-2-yl)methyl)-N-phenyl-1-(2,2,2-trifluoroacetyl)piperidine-4-carboxamide FC(C1=NN=C(O1)C1=CC=2N(C=C1)C=C(N2)CN(C(=O)C2CCN(CC2)C(C(F)(F)F)=O)C2=CC=CC=C2)F